FC=1C=C(C=CC1)C#CC=1C=C(C=CC1)[C@@H]1NOCC1 (R)-3-(3-((3-fluorophenyl)ethynyl)phenyl)isoxazolidine